BrC1=CC2=C(N=C(S2)C2=C(SC=3CN(CCC32)C(=O)OC(C)(C)C)NC(=O)OC(C)(C)C)C=C1 tert-Butyl 3-(6-bromobenzo[d]thiazol-2-yl)-2-((tert-butoxycarbonyl)amino)-4,7-dihydrothieno[2,3-c]pyridine-6(5H)carboxylate